C(C)N(CC(CO)O)CC 3-diethylamino-1,2-propanediol